O1CCN(CC1)C(COC=1C=NC(=NC1)NC1CCC(CC1)OC1=C2C=CC=NC2=CC(=N1)N1CCOCC1)=O 1-Morpholino-2-((2-(((1s,4s)-4-((7-morpholino-1,6-naphthyridin-5-yl)oxy)cyclohexyl)amino)pyrimidin-5-yl)oxy)ethan-1-one